C\C(=C/OCCOCCOCCOCCCC)\CCC (E)-16-methyl-5,8,11,14-tetraoxanonadeca-15-ene